N-((E)-((1R,5S,6s)-3-oxabicyclo[3.1.0]hexan-6-yl)methylene)-2-methylpropane-2-sulfinamide [C@@H]12COC[C@H]2C1\C=N\S(=O)C(C)(C)C